tert-butyl N-[(1S)-2-(5-fluoro-3-pyridyl)cyclopropyl]carbamate FC=1C=C(C=NC1)C1[C@H](C1)NC(OC(C)(C)C)=O